NC1=C(OC2=C(C(=C(C(=C2C(F)(F)F)C(F)(F)F)C(F)(F)F)C(F)(F)F)OC2=C(C=CC=C2)N)C=CC=C1 bis-(aminophenoxy)tetrakis-(trifluoromethyl)benzene